2,2'-(1,3-phenylene)diacetaldehyde C1(=CC(=CC=C1)CC=O)CC=O